(3-((R)-1-((6-(((R)-1,4-dioxan-2-yl)methoxy)-7-methoxy-2-methylquinazolin-4-yl)amino)ethyl)-2-fluorophenyl)-1,1-difluoro-2-methylpropan-2-ol O1[C@H](COCC1)COC=1C=C2C(=NC(=NC2=CC1OC)C)N[C@H](C)C=1C(=C(C=CC1)C(C(C)(O)C)(F)F)F